(S)-2-((tert-butoxycarbonyl)amino)-3-(4-hydroxyphenyl)propionic acid C(C)(C)(C)OC(=O)N[C@H](C(=O)O)CC1=CC=C(C=C1)O